tetrahydrofuran-3-ylpropionate O1CC(CC1)OC(CC)=O